ClC1=CC=C(C=C1)C=1OC(=CN1)CN(C1=C2C(N(C(C2=CC=C1)=O)C1C(NC(CC1)=O)=O)=O)C 4-(((2-(4-chlorophenyl)oxazol-5-yl)methyl)(methyl)amino)-2-(2,6-dioxopiperidin-3-yl)isoindoline-1,3-dione